3-[2,8-difluoro-7-[7-fluoro-3-(methoxymethoxy)-8-(2-triisopropylsilylethynyl)-1-naphthyl]pyrido[4,3-d]pyrimidin-4-yl]-3,8-diazabicyclo[3.2.1]octane-8-carboxylate FC=1N=C(C2=C(N1)C(=C(N=C2)C2=CC(=CC1=CC=C(C(=C21)C#C[Si](C(C)C)(C(C)C)C(C)C)F)OCOC)F)N2CC1CCC(C2)N1C(=O)[O-]